COC(=O)C1(CC1)C1=CC=C(C=C1)N1CCC(CC1)C1=C(C(=NO1)C)C(=O)O 5-(1-{4-[1-(methoxycarbonyl)cyclopropyl]phenyl}piperidin-4-yl)-3-methyl-1,2-oxazole-4-carboxylic acid